7-(2-fluoropyridin-4-yl)-N-methylquinoxalin-2-amine FC1=NC=CC(=C1)C1=CC=C2N=CC(=NC2=C1)NC